N1N=CC2=NC=CC(=C21)C(=O)N 1H-pyrazolo[4,3-b]pyridine-7-carboxamide